C(C)OC=1C=C(C=CC1O)/C=C/C(=O)C1=CC=C(C=C1)OCC (E)-3-(3-Ethoxy-4-hydroxyphenyl)-1-(4-ethoxyphenyl)prop-2-en-1-one